(1r,4r)-methyl-4-(4-bromo-3-methylphenoxy)cyclohexanecarboxylate COC(=O)C1CCC(CC1)OC1=CC(=C(C=C1)Br)C